(6-methyl[pyridin-3-yl]methoxy-d2)isoindolin-1-one CC1=CC=C(C=N1)C(ON1C(C2=CC=CC=C2C1)=O)([2H])[2H]